(propan-1-yn-1-yl)-1-(4-(thiazol-2-yl)benzyl)-1H-indazole-7-carboxylic acid methyl ester COC(=O)C=1C=CC=C2C(=NN(C12)CC1=CC=C(C=C1)C=1SC=CN1)C#CC